(2S)-N1-(1-(2-(2-adamantylamino)-2-oxoethyl)-2-oxo-1,2-dihydropyridin-3-yl)-5-hydroxy-N6-methyl-2-(3-methylbenzofuran-2-carboxamido)hexanediamide C12C(C3CC(CC(C1)C3)C2)NC(CN2C(C(=CC=C2)NC([C@H](CCC(C(=O)NC)O)NC(=O)C=2OC3=C(C2C)C=CC=C3)=O)=O)=O